CP(C1=CC=CC=C1)(C(C1=C(C=C(C=C1C)C)C)=O)=O methyl-2,4,6-trimethylbenzoyl-phenylphosphine oxide